(S)-11-(aminomethyl)-4,10-diethyl-8-fluoro-4-hydroxy-9-methyl-1,12-dihydro-14H-pyrano[3',4':6,7]indolizino[1,2-b]quinoline-3,14(4H)-dione NCC1=C2C(=NC=3C=C(C(=C(C13)CC)C)F)C1=CC3=C(C(N1C2)=O)COC([C@]3(O)CC)=O